8-bromo-6,7-difluoroquinolin-2(1H)-one BrC=1C(=C(C=C2C=CC(NC12)=O)F)F